N1(N=NC2=C1C=CC=C2)O[P+](N(C)C)(N(C)C)N(C)C benzotriazole-1-yloxy-trisdimethylaminophosphonium